1H-Indol-6-yl-3-(3-oxo-4-phenyl-3,4-dihydro-2H-benzo[b][1,4]oxazin-7-yl)urea N1C=CC2=CC=C(C=C12)NC(=O)NC=1C=CC2=C(OCC(N2C2=CC=CC=C2)=O)C1